C1(CC1)CN(C1=C(C(=O)N)C=CC=C1)C(C1=CC=C(C=C1)C#N)=O 2-[N-(cyclopropylmethyl)-4-cyano-benzoylamino]-benzamide